O1C(=CC=C1)OB(O)O furyl-boric acid